NC=1C=C(C=C2C=C(N=CC12)NC(=O)[C@H]1[C@H](C1)F)C=1C=NNC1C(C)C |r| (±)-cis-N-(8-amino-6-(5-isopropyl-1H-pyrazol-4-yl)isoquinolin-3-yl)-2-fluorocyclopropanecarboxamide